ClC=1C(=CC(=NC1C1=CC=C(C=C1)F)C(CNC(OC(C)(C)C)=O)(O)C1CC1)C(C)(C)O T-Butyl {2-[5-Chloro-6-(4-Fluorophenyl)-4-(2-Hydroxypropan-2-yl)Pyridin-2-yl]-2-Cyclopropyl-2-Hydroxyethyl}Carbamate